1-(2-(4,4-Dimethylpiperidin-1-yl)pyrimidin-5-yl)-5,7-difluoro-1H-indazol-6-ol CC1(CCN(CC1)C1=NC=C(C=N1)N1N=CC2=CC(=C(C(=C12)F)O)F)C